[Na].C(C=C)OC=1N=NC(=C2C1N(C(=N2)CCCC)CC2=CC=C(C=C2)OC)N 7-(allyloxy)-2-butyl-1-(4-methoxybenzyl)-1H-imidazo[4,5-d]pyridazin-4-amine Sodium